5-[(4-methyl-piperazin-1-yl)methyl]pyridin-2-amine CN1CCN(CC1)CC=1C=CC(=NC1)N